(R)-2-(tert-butoxycarbonyl)-2,6-diazaspiro[3.4]octane-8-carboxylic acid C(C)(C)(C)OC(=O)N1CC2(C1)CNC[C@@H]2C(=O)O